L-prolyl-L-proline hydrochloride Cl.N1[C@@H](CCC1)C(=O)N1[C@@H](CCC1)C(=O)O